BrC1=CC=C(COCCNC2=C(C=C(C#N)C=C2)[N+](=O)[O-])C=C1 4-(2-(4-bromobenzyloxy)ethylamino)-3-nitrobenzonitrile